C1(CC1)C=1N=C(C(=NC1CC)C(=O)N)NC1=CC(=CC=C1)CCNC([C@H](C)N(C(C#CC)=O)C)=O (S)-5-cyclopropyl-6-ethyl-3-((3-(2-(2-(N-methylbut-2-ynamido)propanamido)ethyl)phenyl)amino)pyrazine-2-carboxamide